2-(3-cyclopentyl-1H-pyrazol-1-yl)-N-(4,4-difluorocyclohexyl)-6-methylpyrimidin-4-amine C1(CCCC1)C1=NN(C=C1)C1=NC(=CC(=N1)NC1CCC(CC1)(F)F)C